CC1=CC=CC(=N1)C1=NC=CC(=N1)NC1=NC(=NC=C1)NC=1C=C2CCCNC2=CC1 N4-[2-(6-methyl-2-pyridyl)pyrimidin-4-yl]-N2-(1,2,3,4-tetrahydroquinolin-6-yl)pyrimidine-2,4-diamine